1-(methyl-d3)urea C(NC(=O)N)([2H])([2H])[2H]